N1(CCNCC1)C1=NC=CC(=N1)C1=CN(C2=CC=CC=C12)C(=O)[O-] 3-(2-(Piperazin-1-yl)pyrimidin-4-yl)-1H-indole-1-carboxylate